ClC1=CC=2N(C3=CC=CC=C3SC2C=C1)CCCN1CCN(CC1)CCOCCOCCOCCNC(OC(C)(C)C)=O tert-butyl (2-(2-(2-(2-(4-(3-(2-chloro-10H-phenothiazin-10-yl)propyl)piperazin-1-yl)ethoxy)ethoxy)ethoxy)ethyl)carbamate